C(C)(C)(C)OC(=O)N1CCN(CC1)C1=CC2=C(N(C(N2C)=O)C=2C(=NC(=CC2)OCC2=CC=CC=C2)OCC2=CC=CC=C2)C=C1.BrC=1C=C2C(=NNC2=NC1)C=1C=CC(=NC1)N1CCOCC1 4-(5-(5-bromo-1H-7-azaindazol-3-yl)pyridin-2-yl)morpholine tert-butyl-4-[1-(2,6-dibenzyloxy-3-pyridyl)-3-methyl-2-oxo-benzimidazol-5-yl]piperazine-1-carboxylate